allyl-iridium C(C=C)[Ir]